N-(furan-2-ylmethyl)-1-methyl-6-(pyridin-2-yl)-1H-pyrazolo[3,4-d]pyrimidin-4-amine O1C(=CC=C1)CNC1=C2C(=NC(=N1)C1=NC=CC=C1)N(N=C2)C